1-(4,5-dichloro-2-methoxy-phenyl)-3-[(1S)-1-(2-pyrimidin-2-yl-1,2,4-triazol-3-yl)ethyl]urea ClC1=CC(=C(C=C1Cl)NC(=O)N[C@@H](C)C=1N(N=CN1)C1=NC=CC=N1)OC